C12C(CC(C=C1)C2)O bicyclo[2.2.1]hept-5-en-2-ol